6-(2-hydroxyethyl)-2-thiouracil OCCC1=CC(NC(N1)=S)=O